5-bromo-N-[4-[(6,7-dimethoxy-1,5-naphthyridin-4-yl)oxy]-3-fluorophenyl]-1-(5-fluoropyridin-2-yl)-6-methyl-2-oxopyridine-3-carboxamide BrC=1C=C(C(N(C1C)C1=NC=C(C=C1)F)=O)C(=O)NC1=CC(=C(C=C1)OC1=CC=NC2=CC(=C(N=C12)OC)OC)F